4-phenethyl-piperidine-4-carboxamide hydrochloride Cl.C(CC1=CC=CC=C1)C1(CCNCC1)C(=O)N